The molecule is a long-chain oxo-fatty acid that is the 22-oxo derivative of docosanoic acid. It is a long-chain fatty acid, an aldehydic acid and an omega-oxo fatty acid. It derives from a docosanoic acid. It is a conjugate acid of a 22-oxodocosanoate. C(CCCCCCCCCCC(=O)O)CCCCCCCCCC=O